4-(4-(aminomethyl)piperidin-1-yl)spiro[cyclohexane-1,3'-indolin]-2'-one di-TFA salt OC(=O)C(F)(F)F.OC(=O)C(F)(F)F.NCC1CCN(CC1)C1CCC2(C(NC3=CC=CC=C23)=O)CC1